(4S)-4-(2,3-dichloro-6-hydroxyphenyl)-1-(1,3-dihydroxypropan-2-yl)pyrrolidin-2-one ClC1=C(C(=CC=C1Cl)O)[C@@H]1CC(N(C1)C(CO)CO)=O